(3Z)-10,10-diheptoxy-3-decen-1-ol C(CCCCCC)OC(CCCCC\C=C/CCO)OCCCCCCC